N1N=CC(=C1)C1(C(C=CC=C1)C(F)(F)F)N1N=NN(C=C1)C1(C(C=CC=C1)C(F)(F)F)C=1C=NNC1 1,4-Bis[1-(4-pyrazolyl)-2-(trifluoromethyl)phenyl]tetrazine